C1(=CC=CC=C1)C=1NC(=C(N1)C(=O)N)C(F)(F)F phenyl-5-(trifluoromethyl)imidazole-4-carboxamide